COC=1C=C(CCC2=C(C(=O)O)C=CC=C2)C=CC1OC 2-(3,4-dimethoxyphenethyl)benzoic acid